3-Pentadecenoic acid C(CC=CCCCCCCCCCCC)(=O)O